BrC1=C(C=C2C(=NC(=NC2=C1I)OC[C@]12CCCN2C[C@@H](C1)F)N(C)C1CC(C1)O[Si](C)(C)C(C)(C)C)Cl 7-bromo-N-((1s,3R)-3-((tert-butyldimethylsilyl)oxy)cyclobutyl)-6-chloro-2-(((2R,7aS)-2-fluorotetrahydro-1H-pyrrolizin-7a(5H)-yl)methoxy)-8-iodo-N-methylquinazolin-4-amine